2-(4-benzyloxyindan-5-yl)-4,4,5,5-tetramethyl-1,3,2-dioxaborolane C(C1=CC=CC=C1)OC1=C2CCCC2=CC=C1B1OC(C(O1)(C)C)(C)C